2-FORMYL-3-NITRO-BENZOIC ACID C(=O)C1=C(C(=O)O)C=CC=C1[N+](=O)[O-]